tert-butyl methyl(3-(3-sulfamoylphenyl)imidazo[1,2-a]pyridin-6-yl)carbamate CN(C(OC(C)(C)C)=O)C=1C=CC=2N(C1)C(=CN2)C2=CC(=CC=C2)S(N)(=O)=O